CC1(OB(OC1(C)C)C1=CC2C(CN(C2)C(=O)OC(C)(C)C)C1)C Tert-butyl 5-(4,4,5,5-tetramethyl-1,3,2-dioxaborolan-2-yl)-3,3a,6,6a-tetrahydro-1H-cyclopenta[c]pyrrole-2-carboxylate